CC(CC1=CC=CC=C1)(CC(C)C)NC(=O)C=1C(=C2C(=NC1)CCC2)OC N-(2,4-dimethyl-1-phenylpentan-2-yl)-4-methoxy-6,7-dihydro-5H-cyclopenta[b]pyridine-3-carboxamide